N-(2-Chloropyridin-4-yl)-3-(4-cyano-3-(trifluoromethyl)phenyl)-2-(trifluoromethyl)oxazolidin-5-carboxamid ClC1=NC=CC(=C1)NC(=O)C1CN(C(O1)C(F)(F)F)C1=CC(=C(C=C1)C#N)C(F)(F)F